CC1=CC=C(O1)C=1C=2N(C=C(N1)N)C=CN2 8-(5-methylfuran-2-yl)imidazo[1,2-a]pyrazin-6-amine